tert-butyl (3-((4-(2-(3,5-dichloro-4-(2-chloroethoxy)phenyl) propan-2-yl)phenyl)amino)-2-oxopropyl)(methylsulfonyl)carbamate ClC=1C=C(C=C(C1OCCCl)Cl)C(C)(C)C1=CC=C(C=C1)NCC(CN(C(OC(C)(C)C)=O)S(=O)(=O)C)=O